3-[[4-(trifluoromethyl)-phenyl]-methylene]-1H-1,2,4-triazole-1-ethanol FC(C1=CC=C(C=C1)C=C1NN(C=N1)CCO)(F)F